(difluoromethoxy)-3-[(pyrimidin-5-yl)ethynyl]benzoic acid FC(OC1=C(C(=O)O)C=CC=C1C#CC=1C=NC=NC1)F